(1r,4r)-4-(3-bromo-2-methylphenoxy)cyclohexane-1-carbaldehyde BrC=1C(=C(OC2CCC(CC2)C=O)C=CC1)C